[(7S,13R)-13-(difluoromethyl)-9-(2,6-difluorophenyl)-7-methyl-16-thia-2,5,8-triazatetracyclo[8.6.0.02,6.011,15]hexadeca-1(10),3,5,8,11(15)-pentaen-3-yl]methanol FC([C@@H]1CC=2C=3C(=N[C@H](C4=NC=C(N4C3SC2C1)CO)C)C1=C(C=CC=C1F)F)F